N1=C(C=CC=C1)CNC(=O)C1CN(CCC1)C(=O)OC(C)(C)C tert-butyl 3-((pyridin-2-ylmethyl)carbamoyl)piperidine-1-carboxylate